Ethyl-16-hydroxyhexadecanoat C(C)OC(CCCCCCCCCCCCCCCO)=O